ammonia tri-hydride [H-].[H-].[H-].N